C(C)(C)(C)OC(=O)N1CC2(C1)CCC(CC2)OS(=O)(=O)C 7-((methylsulfonyl)oxy)-2-azaspiro[3.5]Nonane-2-carboxylic acid tert-butyl ester